N[C@@H]1CC(N(C1)C1=CC=C(C=C1)S(=O)(=O)N1CCN(CC1)C1=NC(=CC(=C1)C(C1CCC(CC1)C(=O)N)(F)F)Cl)=O 4-[[2-[4-[4-[(4R)-4-amino-2-oxo-pyrrolidin-1-yl]phenyl]sulfonylpiperazin-1-yl]-6-chloro-4-pyridyl]-difluoro-methyl]cyclohexanecarboxamide